5-(3-(1H-indazol-3-yl)pyrrolidin-1-yl)-2-morpholinobenzo[d]oxazole N1N=C(C2=CC=CC=C12)C1CN(CC1)C=1C=CC2=C(N=C(O2)N2CCOCC2)C1